N-[8-{(tetrahydro-2H-pyran-4-yl)methoxy}quinolin-5-yl]acrylamide O1CCC(CC1)COC=1C=CC(=C2C=CC=NC12)NC(C=C)=O